tris(3-methylphenylphenylamino)-triphenylamine CC=1C=C(C=CC1)N(C1=CC=CC=C1)C1=C(C(=C(C=C1)N(C1=CC=CC=C1)C1=CC=CC=C1)N(C1=CC(=CC=C1)C)C1=CC=CC=C1)N(C1=CC(=CC=C1)C)C1=CC=CC=C1